methyl-2-methylenecarboxypropane CC(C(C)=C)C(=O)O